C(=C)C(F)(F)F (Z)-vinyl-trifluoromethane